3-(isopropylamino)-1-[4-[5-(trifluoromethyl)pyrimidin-2-yl]piperazin-1-yl]propan-1-one hydrochloride Cl.C(C)(C)NCCC(=O)N1CCN(CC1)C1=NC=C(C=N1)C(F)(F)F